ethyl 5-(1-tetrahydropyran-2-ylindazol-4-yl)-2-(2,2,2-trifluoroethyl)pentanoate O1C(CCCC1)N1N=CC2=C(C=CC=C12)CCCC(C(=O)OCC)CC(F)(F)F